methoxy-2-((1-(methylsulfonyl)piperidin-4-yl)amino)-8-(pentan-3-yl)pterin CONC1(N=C2N(C=CN=C2C(N1)=O)C(CC)CC)NC1CCN(CC1)S(=O)(=O)C